FC(OC[C@H]1CCC=2C(=NC(=CC2C2=CN=C(S2)C)C(=O)N)O1)F |o1:4| (R)- or (S)-2-((difluoromethoxy)methyl)-5-(2-methylthiazol-5-yl)-3,4-dihydro-2H-pyrano[2,3-b]pyridine-7-carboxamide